O=C1NC(CCC1N1C(C2=CC3=C(CC4CNCC4C3)C=C2C1=O)=O)=O 2-(2,6-dioxopiperidin-3-yl)-5a,6,7,8,8a,9-hexahydroisoindolo[5,6-f]isoindole-1,3(2H,5H)-dione